(S)-3-methylisoxazolidine C[C@@H]1NOCC1